2-(difluoromethyl)-5-[5-[[4-(2,3-dimethyl-1H-pyrrolo[2,3-b]pyridin-5-yl)triazol-1-yl]methyl]thiophen-2-yl]-1,3,4-oxadiazole FC(C=1OC(=NN1)C=1SC(=CC1)CN1N=NC(=C1)C=1C=C2C(=NC1)NC(=C2C)C)F